sodium (2S,2'S,3S,3'S)-4,4'-(ethane-1,2-diylbis(disulfanediyl))bis(2,3-dihydroxybutane-1-sulfinate) C(CSSC[C@H]([C@@H](CS(=O)[O-])O)O)SSC[C@H]([C@@H](CS(=O)[O-])O)O.[Na+].[Na+]